3-[(4-chlorobenzyl)sulfanyl]-5,6-dimethyl[1,2,4]triazolo[4,3-a]pyrimidin-7(8H)-one ClC1=CC=C(CSC2=NN=C3N2C(=C(C(N3)=O)C)C)C=C1